γ-glycidoxypropylmethyldimethoxySilane C(C1CO1)OCCC[Si](OC)(OC)C